C(C=C)(=O)OCCC[SiH2]C(OCC)OCC acryloxypropyl-diethoxymethyl-silane